Methyl (S)-2-((4-((6-((2,4-dichlorophenoxy)methyl)pyridin-2-yl)oxy)piperidin-1-yl)methyl)-1-(oxetan-2-ylmethyl)-1H-benzo[d]imidazole-6-carboxylate ClC1=C(OCC2=CC=CC(=N2)OC2CCN(CC2)CC2=NC3=C(N2C[C@H]2OCC2)C=C(C=C3)C(=O)OC)C=CC(=C1)Cl